C1=CC=CC=2C3=CC=CC=C3C(C12)COC(NC1=C(C=CC(=C1)NC(=O)OC(C)(C)C)C)=O.FC1=C(C2=C(C(=C(C(=C2C(=C1F)F)F)F)F)F)[B-](C1=C(C(=C(C2=C(C(=C(C(=C12)F)F)F)F)F)F)F)(C1=C(C(=C(C2=C(C(=C(C(=C12)F)F)F)F)F)F)F)C1=C(C(=C(C2=C(C(=C(C(=C12)F)F)F)F)F)F)F.C(C)[NH+](C1=CC=C(C=C1)CCCCCCCCCCCCCCCCCCC)CCCCCCCCCCCCCCCCCC N-ethyl-4-nonadecyl-N-octadecyl-anilinium tetrakis(perfluoronaphthyl)borate 9H-fluoren-9-ylmethyl-N-[5-(tert-butoxycarbonylamino)-2-methyl-phenyl]carbamate